S(=O)(=O)(O)O.CC1=CC=C(C=C1)S(=O)(=O)O para-toluenesulfonic acid sulfate